(S)-1-((2-(trifluoromethyl)phenyl)sulfonyl)pyrrolidine-3-carboxylic acid FC(C1=C(C=CC=C1)S(=O)(=O)N1C[C@H](CC1)C(=O)O)(F)F